3-(3-(4-(4-(hydroxymethyl)piperidin-1-yl)phenyl)-1H-pyrazol-1-yl)piperidine-2,6-dione OCC1CCN(CC1)C1=CC=C(C=C1)C1=NN(C=C1)C1C(NC(CC1)=O)=O